phenyl (4-(1-(cyclohexylamino)-1-oxopropan-2-yl)-3-((4-((2-(piperidin-1-yl)ethyl)carbamoyl)phenyl)ethynyl)phenyl)carbamate C1(CCCCC1)NC(C(C)C1=C(C=C(C=C1)NC(OC1=CC=CC=C1)=O)C#CC1=CC=C(C=C1)C(NCCN1CCCCC1)=O)=O